OC1(C(C=CC2=C(C=CC=C12)O)O)O 1,2,5-trihydroxynaphthol